7-chloro-N-[5-(2,2-difluoroethyl)-3-fluoro-6-methoxy-2-pyridyl]imidazo[1,2-a]pyridine-3-sulfonamide ClC1=CC=2N(C=C1)C(=CN2)S(=O)(=O)NC2=NC(=C(C=C2F)CC(F)F)OC